(R)-7-((2-acetyl-2-azaspiro[3.3]hept-6-yl)amino)-2-(3-(3,4-dihydroisoquinolin-2(1H)-yl)-2-hydroxypropyl)-4-ethyl-2,6-naphthyridin-1(2H)-one C(C)(=O)N1CC2(C1)CC(C2)NC2=NC=C1C(=CN(C(C1=C2)=O)C[C@@H](CN2CC1=CC=CC=C1CC2)O)CC